ClC1=CC=C(C=2NC(=NC21)C(=O)N[C@H](C(=O)N[C@@H](C[C@H]2C(NCCC2)=O)C#N)CC2CC2)Cl 4,7-dichloro-N-[(1S)-2-[[(1S)-1-cyano-2-[(3S)-2-oxo-3-piperidyl]ethyl]amino]-1-(cyclopropylmethyl)-2-oxo-ethyl]-1H-benzimidazole-2-carboxamide